C1(CCCC1)N(C(OCC=1C(=NOC1C1=NC(=C(C=C1)B1OC(C(O1)(C)C)(C)C)C)C)=O)C (3-methyl-5-(6-methyl-5-(4,4,5,5-tetramethyl-1,3,2-dioxaborolan-2-yl)pyridin-2-yl)isoxazol-4-yl)methyl cyclopentyl(methyl)carbamate